Cl.COC(C1=C(C=C(C(=C1)F)C1=CC=CC=2CNCOC21)N2CCOCC2)=O 4-(3,4-dihydro-2H-1,3-benzoxazin-8-yl)-5-fluoro-2-morpholin-4-ylbenzoic acid methyl ester hydrochloride